3-((3-(N-cyclopropylaminosulfonyl)-7-(2,4-dimethoxyphenyl)-5-fluoroquinolin-4-yl)amino)-5-(3,5-difluorophenoxy)benzoic acid C1(CC1)NS(=O)(=O)C=1C=NC2=CC(=CC(=C2C1NC=1C=C(C(=O)O)C=C(C1)OC1=CC(=CC(=C1)F)F)F)C1=C(C=C(C=C1)OC)OC